S1C(=NC=C1)C=1C=C2C=C(C=CN2C1)C(=O)N 2-(thiazol-2-yl)indolizine-7-carboxamide